Benzyl (S,E)-2-(3-(2-methoxyethylidene)-4,4-dimethyl-5-oxotetrahydrofuran-2-yl)acetate COC\C=C/1\[C@@H](OC(C1(C)C)=O)CC(=O)OCC1=CC=CC=C1